ClC=1C(=NC(=NC1)NC1=CC(=CC(=C1)CN1C[C@H](N[C@H](C1)C)C)C1CC1)C1=CNC2=CC(=CC=C12)F 5-chloro-N-(3-cyclopropyl-5-(((3R,5S)-3,5-dimethylpiperazine-1-yl)methyl)phenyl)-4-(6-fluoro-1H-indole-3-yl)pyrimidine-2-amine